tert-butyl 4-{6-[5-(methoxymethoxy)-2-methyl-1,3-benzoxazol-6-yl]-1,2,4-triazin-3-yl}piperazine-1-carboxylate COCOC=1C(=CC2=C(N=C(O2)C)C1)C1=CN=C(N=N1)N1CCN(CC1)C(=O)OC(C)(C)C